4-((S)-1-cyclopropylpropylamino)-2-((1r,4S)-4-ethoxycyclohexylamino)pyrimidine-5-carboxamide C1(CC1)[C@H](CC)NC1=NC(=NC=C1C(=O)N)NC1CCC(CC1)OCC